C(C)(C)C1=C(C=CC=C1)C1N(CCNC1=O)C(=O)OC(C)(C)C tert-butyl 2-(2-isopropylphenyl)-3-oxopiperazine-1-carboxylate